C(#N)C1=C(C=CC=C1)C(C(C)C=1N(C(C(=C(N1)C(=O)OCC)OC)=O)C(C)C)C=1C=NN(C1)C ethyl 2-(1-(2-cyanophenyl)-1-(1-methyl-1H-pyrazol-4-yl) propan-2-yl)-1-isopropyl-5-methoxy-6-oxo-1,6-dihydropyrimidine-4-carboxylate